2-hydroxy-3-acryloxypropyltriethyl-ammonium chloride [Cl-].OC(C[N+](CC)(CC)CC)COC(C=C)=O